tert-butyl (R)-2-(methoxymethyl)piperazine-1-carboxylate COC[C@@H]1N(CCNC1)C(=O)OC(C)(C)C